bis(benzyloxy)phosphorus C(C1=CC=CC=C1)O[P]OCC1=CC=CC=C1